P(=O)(O)(O)N[C@@H](C)C(=O)O phosphono-L-alanine